3-chloro-4-(1-phenylpropylamino)-N-(1,2,4-thiadiazol-5-yl)benzenesulfonamide ClC=1C=C(C=CC1NC(CC)C1=CC=CC=C1)S(=O)(=O)NC1=NC=NS1